NC1=CC=C(C(=N1)C1=C(C=C2C(=NC=NC2=C1)N1CC(NCC1)C#N)Cl)C(F)(F)F 4-[7-[6-amino-3-(trifluoromethyl)pyridin-2-yl]-6-chloroquinazolin-4-yl]piperazine-2-carbonitrile